3-((3,5-difluoro-4-(tetradecyloxy)phenyl)sulfonyl)-4-(4-(4-(1-ethylpiperidin-4-yl)piperazin-1-yl)piperidin-1-yl)-6-(methylsulfinyl)quinoline FC=1C=C(C=C(C1OCCCCCCCCCCCCCC)F)S(=O)(=O)C=1C=NC2=CC=C(C=C2C1N1CCC(CC1)N1CCN(CC1)C1CCN(CC1)CC)S(=O)C